5-(2-fluoro-6-hydroxy-3-(1-(4-hydroxycyclohexyl)-1H-pyrazol-4-yl)phenyl)-1,2,5-thiadiazolidin-3-one 1,1-dioxide FC1=C(C(=CC=C1C=1C=NN(C1)C1CCC(CC1)O)O)N1CC(NS1(=O)=O)=O